C(#N)C1=CC(=C(C=C1)COC1=NN(C=C1I)C1CCN(CC1)C(=O)OC(C)(C)C)F tert-butyl 4-[3-[(4-cyano-2-fluoro-phenyl)methoxy]-4-iodo-pyrazol-1-yl]piperidine-1-carboxylate